FC(C1=C(C=C2CCCN(C2=C1)C1=NC(=CC2=CC=CC=C12)C(=O)O)C=1C=NN(C1)CC(NC)=O)F 1-[7-difluoromethyl-6-(1-methylcarbamoylmethyl-1H-pyrazol-4-yl)-3,4-dihydro-2H-quinolin-1-yl]-isoQuinoline-3-carboxylic acid